(E)-2-bromo-6-(methoxymethoxy)-3-methylbenzaldehyde oxime BrC1=C(/C=N/O)C(=CC=C1C)OCOC